(S)-1-(3-(2-chloro-5-fluoropyrimidin-4-yl)phenyl)-3-hydroxypyrrolidin-2-one ClC1=NC=C(C(=N1)C=1C=C(C=CC1)N1C([C@H](CC1)O)=O)F